Methyl (S)-3-((S)-2-((tert-butoxycarbonyl)amino)pent-4-enamido)-3-(2'-methyl-5'-(pent-4-en-1-yloxy)-[1,1'-biphenyl]-3-yl)propanoate C(C)(C)(C)OC(=O)N[C@H](C(=O)N[C@@H](CC(=O)OC)C=1C=C(C=CC1)C1=C(C=CC(=C1)OCCCC=C)C)CC=C